CN1CCN(CCC1)CC1=C(C=C(N)C=C1)C(F)(F)F 4-((4-methyl-1,4-diazepan-1-yl)methyl)-3-(trifluoromethyl)aniline